5-(4-methylphenyl)-1-(4-sulfonylphenyl)-3-difluoromethyl-1H-pyrazole-4-carbonitrile CC1=CC=C(C=C1)C1=C(C(=NN1C1=CCC(C=C1)=S(=O)=O)C(F)F)C#N